trans-2-(4-methyl-1-piperazinyl)-2-morpholino-ethanol CN1CCN(CC1)C(CO)N1CCOCC1